O1[C@H](CCC1)CCNC(O[C@H]1[C@H](NC[C@@H]1O)CC1=CC=C(C=C1)C1=CN=CS1)=O (2R,3S,4S)-4-hydroxy-2-(4-(thiazol-5-yl)benzyl)pyrrolidin-3-yl (2-((R)-tetrahydrofuran-2-yl)ethyl)carbamate